Norcysteine N[C@@H](S)C(=O)O